CC(C)CCNC=O N-(3-methylbutyl)formamide